2-Amino-N-[4-fluoro-5-[(5-methoxypyridin-2-yl)carbamoyl]-2-methylphenyl]-1,3-thiazole-5-carboxamide NC=1SC(=CN1)C(=O)NC1=C(C=C(C(=C1)C(NC1=NC=C(C=C1)OC)=O)F)C